(5-(Ethanesulfonyl)pyridin-2-yl)carboxamide C(C)S(=O)(=O)C=1C=CC(=NC1)C(=O)N